methyl (E)-4-(3-bromophenyl)-2-oxobut-3-enoate BrC=1C=C(C=CC1)/C=C/C(C(=O)OC)=O